C(=C)C=1C=NC=C(C(=O)O)C1 5-vinylnicotinic acid